4-(1-(2-Chloroacetoyl)piperidin-4-yl)-2-(5-phenoxypyridin-2-yl)benzamide ClCC(=O)N1CCC(CC1)C1=CC(=C(C(=O)N)C=C1)C1=NC=C(C=C1)OC1=CC=CC=C1